NCCNCCS(=O)(=O)[O-].[Na+] sodium N-(2-aminoethyl)-2-aminoethanesulfonate salt